N[C@H]1CN(CCC1)C1=CC(N(C(N1CC#CC)=O)CC=1SC(=CC1)Cl)=O (R)-6-(3-aminopiperidin-1-yl)-1-(but-2-yn-1-yl)-3-((5-chlorothien-2-yl)methyl)pyrimidine-2,4(1H,3H)-dione